6-((2-methoxy-4-(1-(oxetan-3-yl)-4-oxido-1,4-azaphosphinan-4-yl)phenyl)amino)-4-((2-methoxyethyl)amino)-1H-pyrrolo[2,3-b]pyridine-3-carbonitrile COC1=C(C=CC(=C1)P1(CCN(CC1)C1COC1)=O)NC1=CC(=C2C(=N1)NC=C2C#N)NCCOC